7-[3,3-bis(hydroxymethyl)azetidin-1-yl]-N-[1-cyclopropyl-2,2,3,3,3-pentafluoropropyl]-6-fluoro-4-oxo-1-(2,4,6-trifluorophenyl)-1,4-dihydro-1,8-naphthyridine-3-carboxamide OCC1(CN(C1)C1=C(C=C2C(C(=CN(C2=N1)C1=C(C=C(C=C1F)F)F)C(=O)NC(C(C(F)(F)F)(F)F)C1CC1)=O)F)CO